BrC1=CC(=C(C=C1)OC(F)F)C 4-bromo-1-(difluoromethoxy)-2-methylbenzene